C1=CC=CC=2C3=CC=CC=C3C(C12)COC(=O)N1C[C@@H](CCC1)NC1CC1 (3R)-3-(cyclopropylamino)piperidine-1-carboxylic acid 9H-fluoren-9-ylmethyl ester